2-(4-(3-(1-(2-fluoro-4-nitrophenyl)piperidin-4-yl)propyl)piperidin-1-yl)acetic acid ethyl ester C(C)OC(CN1CCC(CC1)CCCC1CCN(CC1)C1=C(C=C(C=C1)[N+](=O)[O-])F)=O